NC=1N=C(SC1C(=O)C1=CC(=NO1)CN1CC(C(CC1)(F)F)C)N(C1=CC=C(C=C1)F)C(C(=O)N)C 2-(N-[4-amino-5-[3-[(4,4-difluoro-3-methyl-1-piperidyl)methyl]isoxazole-5-carbonyl]thiazol-2-yl]-4-fluoro-anilino)propanamide